5-((2S)-2-(methoxymethyl)-4-(4-(trifluoromethyl)phenyl)pyrrolidin-1-yl)-2-nitropyridine COC[C@H]1N(CC(C1)C1=CC=C(C=C1)C(F)(F)F)C=1C=CC(=NC1)[N+](=O)[O-]